2,5-Di(tert-butylperoxy)-2,5-dimethyl-3-hexyne C(C)(C)(C)OOC(C)(C#CC(C)(C)OOC(C)(C)C)C